FC(C1=CC=C(C=C1)NC(=O)C1CC1)(F)F N-[4-(trifluoromethyl)phenyl]-cyclopropanecarboxamide